8-bromo-2-methoxyquinoline BrC=1C=CC=C2C=CC(=NC12)OC